C(C(O)C(O)C(=O)OC(C)C)(=O)OC(C)C (+)-diisopropyl tartarate